4-[3-[2,6-dichloro-4-(6-methoxy-2-azaspiro[3.3]heptan-2-yl)benzoyl]-2,4-dihydro-1,3-benzoxazine-8-yl]-2-(3-oxa-8-azabicyclo[3.2.1]octan-8-yl)benzoic acid hydrate O.ClC1=C(C(=O)N2COC3=C(C2)C=CC=C3C3=CC(=C(C(=O)O)C=C3)N3C2COCC3CC2)C(=CC(=C1)N1CC2(C1)CC(C2)OC)Cl